C(CCCCCCCCCCCCCCC)OCCOCCO 2-(2-hexadecyloxyethoxy)ethanol